ClC1=CC=2C(=NN(N2)C2=C(C=C(C(=C2)C)NCC)O)C=C1 2-(5-chlorobenzotriazol-2-yl)-5-(ethylamino)-4-methylphenol